CC(CS(=O)(=O)[O-])C.C(C=C)(=O)N.[Na+] sodium acrylamide 2-methylpropanesulfonate